2-(3,8-dichloro-9-(dimethylamino)-2-ethyl-5-oxobenzo[b][1,8]naphthyridin-10(5H)-yl)acetic acid ClC1=CC=2C(C3=C(N(C2N=C1CC)CC(=O)O)C(=C(C=C3)Cl)N(C)C)=O